C(#N)C1=CC(=CNC1=O)[C@H]1CN(CCC1(F)F)[C@H](C(=O)NC1=NC=C(C=C1)OC1=CC=C(C=C1)F)C (S)-2-((S)-3-(5-cyano-6-oxo-1,6-dihydropyridin-3-yl)-4,4-difluoropiperidin-1-yl)-N-(5-(4-fluorophenoxy)pyridin-2-yl)propionamide